C[C@@]1(CN(CCC1)C1=NC(=CC=C1)S(NC1=NC(=C(C=C1)C(F)(F)F)C1=C(C=CC=C1)C)(=O)=O)C(=O)O (3R)-3-methyl-1-(6-{[6-(2-methylphenyl)-5-(trifluoromethyl)pyridin-2-yl]Sulfamoyl}pyridin-2-yl)piperidine-3-carboxylic acid